(R)-1-(3-Cyanobenzyl)-4-fluoro-N-(9-methyl-8-oxo-6,7,8,9-tetrahydro-5H-pyrido[2,3-b]azepin-7-yl)-1H-pyrazole-3-carboxamide C(#N)C=1C=C(CN2N=C(C(=C2)F)C(=O)N[C@@H]2CCC3=C(N(C2=O)C)N=CC=C3)C=CC1